N-(5-((2-(4-azaspiro[2.4]heptan-4-yl)ethyl)carbamoyl)-2-methylpyridin-3-yl)-2-(6,7-dihydro-5H-pyrazolo[5,1-b][1,3]oxazin-3-yl)pyrazolo[5,1-b]thiazole-7-carboxamide C1CC12N(CCC2)CCNC(=O)C=2C=C(C(=NC2)C)NC(=O)C=2C=NN1C2SC(=C1)C=1C=NN2C1OCCC2